C1(CC1)NC(C1=C(C=C(C=C1OC)C1=CN=C2N1C=CC(=C2)C2=CC(=NO2)C)OC(F)F)=O N-cyclopropyl-2-(difluoromethoxy)-6-methoxy-4-[7-(3-methylisoxazol-5-yl)imidazo[1,2-a]pyridin-3-yl]benzamide